ClC=1C=CC2=C([C@@H](C[C@@H](O2)C(=O)NC23CC(C2)(C3)C=3N=NN(C3)[C@@H]3C[C@@H](C3)OC(F)(F)F)O)C1 (2R,4R)-6-chloro-4-hydroxy-N-(3-{1-[cis-3-(trifluoromethoxy)cyclobutyl]-1H-1,2,3-triazol-4-yl}bicyclo[1.1.1]pentan-1-yl)-3,4-dihydro-2H-1-benzopyran-2-carboxamide